C(CCCCCCCCCCCCC)N[C@@H](CC(C)C)C(=O)O myristylleucine